5-(4-(piperazine-1-carbonyl)phenyl)-N-(benzyl)nicotinamide methyl-1-(2-ethoxy-2-oxoethyl)-4-isopropylpiperidine-4-carboxylate COC(=O)C1(CCN(CC1)CC(=O)OCC)C(C)C.N1(CCNCC1)C(=O)C1=CC=C(C=C1)C=1C=NC=C(C(=O)NCC2=CC=CC=C2)C1